COC1=CC=C(C=C1)C=1SC2=C(N1)C=CC=C2 2-(4-methoxyphenyl)-1,3-benzothiazole